C(C)(C)C1=NC=C(N=C1)C 2-isopropyl-5-methyl-pyrazine